7-Chloro-5-methoxyimidazo[1,2-a]pyridine ClC1=CC=2N(C(=C1)OC)C=CN2